O=C1NC(C2=CC=C(C=C12)C(=O)O)=O dioxo-2,3-dihydro-1H-isoindole-5-carboxylic acid